OC1=C(C=C(C=C1)C1=CC(=NC2=CC=CC=C12)OC)C 4-(4-Hydroxy-3-methylphenyl)-2-methoxy-quinoline